(S)-1,2-dimethylpiperazine CN1[C@H](CNCC1)C